C(#N)C1=CC2=C(CN(C[C@H]2C2=C(C=CC=C2)C=2C(=NN(C2)CCCC(=O)O)C(F)(F)F)C(\C=C\CN(C)C)=O)S1 (S,E)-4-(4-(2-(2-Cyano-6-(4-(dimethylamino)but-2-enoyl)-4,5,6,7-tetrahydrothieno[2,3-c]pyridin-4-yl)phenyl)-3-(trifluoromethyl)-1H-pyrazol-1-yl)butanoic acid